1-cyclopropyl-5-fluoro-1,3-dihydro-2H-benzo[d]imidazole-2-one C1(CC1)N1C(NC2=C1C=CC(=C2)F)=O